Cl.Cl.C(C1=CC=CC=C1)OC(=O)N1CCC(CC1)NN 4-hydrazinopiperidine-1-carboxylic acid benzyl ester dihydrochloride